C1(=CC=CC=C1)C(CCNC(C)C1=CC=CC=C1)C1=CC=CC=C1 3,3-Diphenyl-N-(1-phenylethyl)propan-1-amine